(9H-fluoren-9-yl)methyl (5-((S)-2-((S)-2-amino-3-methylbutanamido)-5-ureidopentanamido)-2-(hydroxymethyl)benzyl)(methyl)carbamate N[C@H](C(=O)N[C@H](C(=O)NC=1C=CC(=C(CN(C(OCC2C3=CC=CC=C3C=3C=CC=CC23)=O)C)C1)CO)CCCNC(=O)N)C(C)C